C(C)N(C(=O)C1CN([C@@H]2CC=3C4=C(C2=C1)C=CC=C4NC3)C)C(C)C (6aR)-N-ethyl-7-methyl-N-propan-2-yl-6,6a,8,9-tetrahydro-4H-indolo[4,3-fg]quinoline-9-carboxamide